OC1=C(C(=O)O)C=CC(=C1\C=C\CCC)O (E)-2,4-dihydroxy(pent-1-en-1-yl)benzoic acid